8-chloro-2-[1-[1-(5-fluoro-3-pyridyl)-4-piperidyl]pyrazol-4-yl]-7-[(2-methyl-3H-benzimidazol-4-yl)oxy]quinoxaline ClC=1C(=CC=C2N=CC(=NC12)C=1C=NN(C1)C1CCN(CC1)C=1C=NC=C(C1)F)OC1=CC=CC=2N=C(NC21)C